C1C(CCC2=CC=CC=C12)C(=O)O[C@H](COC)CN1N=CC(=C1)C=1N=C(C=2N(C1)N=CC2)C=2C=NN(C2)C(CC)CC (S)-1-methoxy-3-(4-(4-(1-(pent-3-yl)-1H-pyrazol-4-yl)pyrazolo[1,5-a]pyrazin-6-yl)-1H-pyrazol-1-yl)propan-2-ol 1,2,3,4-tetrahydronaphthalen-2-carboxylate